CC=1C=CC=2C(C3=CC=C(C=C3OC2C1)C)NC(=O)C=1C(NC(=C(C1)CC)C(F)(F)F)=O N-(3,6-dimethyl-9H-xanthen-9-yl)-5-ethyl-2-oxo-6-(trifluoromethyl)-1,2-dihydropyridine-3-carboxamide